OCCOC1=CC=C(C=C1)C1(C=2C=CC=CC2C(C2=CC=CC=C12)=O)C1=CC=C(C=C1)OCCO 10,10-bis(4-(2-hydroxyethoxy)phenyl)anthracen-9-on